(R)-5-(2-(2,5-Difluorophenyl)pyrrolidin-1-yl)-N-(4-methoxycyclohexyl)-3H-imidazo[4,5-b]Pyridine-3-carboxamide FC1=C(C=C(C=C1)F)[C@@H]1N(CCC1)C1=CC=C2C(=N1)N(C=N2)C(=O)NC2CCC(CC2)OC